FC1=C2NC(C=3N(C2=C(C(=C1)C1=C2C=CN(C2=CC(=C1)OC)S(=O)(=O)C)C)C(=NN3)C)(C)C 6-Fluoro-8-(6-methoxy-1-methylsulfonyl-1H-indol-4-yl)-1,4,4,9-tetramethyl-5H-[1,2,4]triazolo[4,3-a]quinoxaline